C(C)(C)(C)C1=CC=C(C=C1)C1CCN(CC1)C(=O)C1CC2(C1)NC(OC2)=O (2s,4s)-2-(4-(4-(tert-butyl)phenyl)piperidine-1-carbonyl)-7-oxa-5-azaspiro[3.4]Octane-6-one